(2-(2-azidophenyl)-2-(phenylamino)acetyl)glycine methyl ester COC(CNC(C(NC1=CC=CC=C1)C1=C(C=CC=C1)N=[N+]=[N-])=O)=O